(R)-N-((1,2,3,5,6,7-hexahydro-s-indacen-4-yl)carbamoyl)-4-(1-meth-ylpyrrolidin-2-yl)benzene-sulfonimidamide C1CCC2=C(C=3CCCC3C=C12)NC(=O)N[S@](=O)(=N)C1=CC=C(C=C1)C1N(CCC1)C